(E)-5,9-dimethyldec-2,8-dien-1-ol CC(C/C=C/CO)CCC=C(C)C